FC(OC1CC(C1)OCC(=O)N)(F)F 2-[(1s,3s)-3-(trifluoromethoxy)cyclobutoxy]acetamide